N-(4-((2-(2-oxabicyclo[2.1.1]hex-4-yl)-6-methylpyrimidin-4-yl)amino)-5-(5-methyl-4,5,6,7-tetrahydropyrazolo[1,5-a]pyrazin-2-yl)pyridin-2-yl)acetamide C12OCC(C1)(C2)C2=NC(=CC(=N2)NC2=CC(=NC=C2C2=NN1C(CN(CC1)C)=C2)NC(C)=O)C